BrC=1C=C(C=CC1)C1=NC2=CC=CC=C2C(=N1)O 2-(3-bromophenyl)quinazolin-4-ol